CC(C)C[C@@H](C(=O)N[C@@H](CCCN=C(N)N)C(=O)N1CCC[C@H]1C(=O)NCC(=O)N)NC(=O)CNC(=O)[C@H](CC2=CC=C(C=C2)O)NC(=O)[C@H](CO)NC(=O)[C@H](CC3=CNC4=CC=CC=C43)NC(=O)[C@H](CC5=CN=CN5)NC(=O)[C@@H]6CCC(=O)N6 The molecule is a ten-membered synthetic oligopeptide comprising pyroglutamyl, histidyl, tryptophyl, seryl, tyrosyl, glycyl, leucyl, arginyl, prolyl and glycinamide residues joined in sequence. It has a role as a gonadotropin releasing hormone agonist. It is an oligopeptide and a peptide hormone.